C(C)(C)(C)C=1C(=CC=C(C(=O)O)C1C(C)(C)C)O 5,6-di-tert-butyl-4-hydroxybenzoic acid